Methyl 1H-1,2,4-triazole-3-carboxylate N1N=C(N=C1)C(=O)OC